C1(CCCC1)N1C(C=CC2=C1N=C(N=C2)NC2CCN(CC2)S(=O)(=O)C=2C=C(C=O)C=CC2)=O 3-((4-((8-cyclopentyl-7-oxo-7,8-dihydropyrido[2,3-d]pyrimidin-2-yl)amino)piperidin-1-yl)sulfonyl)benzaldehyde